dichloronaphthalenediamine ClC=1C(=C(C(=C2C=CC=CC12)N)N)Cl